5,10,15,20-tetrakis(2,4,6-trimethylphenyl)porphin CC1=C(C(=CC(=C1)C)C)C=1C2=CC=C(N2)C(=C2C=CC(C(=C3C=CC(=C(C=4C=CC1N4)C4=C(C=C(C=C4C)C)C)N3)C3=C(C=C(C=C3C)C)C)=N2)C2=C(C=C(C=C2C)C)C